C(C(C)C)(=O)OOC(C)(C)CCC t-hexyl peroxyisobutyrate